C(C)(C)N1OC(C2C1C(CC(C2)(C)C2=CC=C(C=C2)OC)C)(C)C 1-Isopropyl-5-(4-methoxyphenyl)-3,3,5,7-tetramethyloctahydrobenzo[c]isoxazol